Cl.N1CC(C1)CN1C(C=2N(C=3N(C(C2C1)=O)N=C(C3)CC)CC(=O)NC3=NC=C(C=C3)F)=O 2-{6-[(azetidin-3-yl)methyl]-2-ethyl-5,8-dioxo-5,6,7,8-tetrahydro-4H-pyrazolo[1,5-a]pyrrolo[3,4-d]pyrimidin-4-yl}-N-(5-fluoropyridin-2-yl)acetamide hydrochloride